[Si](C)(C)(C(C)(C)C)OCC(C(=O)N[C@H](C)C=1C=C(C=CC1)C)N1C(C2=CC(=CC=C2C1)C1=NC(=NC=C1Cl)NC1CCOCC1)=O 3-((tert-butyldimethylsilyl)oxy)-2-(6-(5-chloro-2-((oxan-4-yl)amino)pyrimidin-4-yl)-1-oxoisoindolin-2-yl)-N-((R)-1-(m-tolyl)ethyl)propanamide